6-[(2,6-difluoro-4-pyridinyl)amino]-N-(2,2-dimethylcyclobutyl)-3-methoxy-pyridine-2-carboxamide FC1=NC(=CC(=C1)NC1=CC=C(C(=N1)C(=O)NC1C(CC1)(C)C)OC)F